ClCCCC1N(CCNC1)CC 1-chloro-3-(N-ethylpiperazinyl)propane